2-Ethoxy-6-ethyl-4-{6-[2-(7-fluoro-4-methoxy-2-methyl-indol-1-yl)-ethylamino]-pyrimidin-4-yl}-benzoic acid C(C)OC1=C(C(=O)O)C(=CC(=C1)C1=NC=NC(=C1)NCCN1C(=CC2=C(C=CC(=C12)F)OC)C)CC